N1(CCC1)C=1C=CC=2N(C(C(=C(N2)C(F)(F)F)C=2C=NN(C2)CC(C(F)(F)F)(F)F)=O)C1 7-(azetidin-1-yl)-3-[1-(2,2,3,3,3-pentafluoropropyl)-1H-pyrazol-4-yl]-2-(trifluoromethyl)-4H-pyrido[1,2-a]pyrimidin-4-one